BrC1=C(C=C(C=C1)[C@@H](C(F)(F)F)N(C(=O)C1CCC1)C)C N-[(1S)-1-(4-bromo-3-methylphenyl)-2,2,2-trifluoroethyl]-N-methylcyclobutanecarboxamide